C1=CC=CC=2C3=CC=CC=C3C(C12)COC(=O)N[C@@H](CC1=CC=C(C=C1)OC(C)(C)C)C(=O)O N-(9-fluorenylmethoxycarbonyl)-O-tertiary butyl-L-tyrosine